N[C@@H]1[C@@H](CCC1)C(=O)O CIS-2-AMINO-1-CYCLOPENTANECARBOXYLIC ACID